OC1=CC=C(C=C1)N=NC=1C=CC=C2C=CC=CC12 8-((4-hydroxyphenyl)diazenyl)naphthalene